(2S,6S)-6-((4-bromophenoxy)methyl)-2-(iodomethyl)-2-methyl-1,4-dioxan BrC1=CC=C(OC[C@@H]2COC[C@@](O2)(C)CI)C=C1